C(C)(C)(C)OC(=O)N1[C@H](C[C@H](C1)N1C=C(C2=C1N=CN=C2N)I)C (2S,4R)-4-(4-amino-5-iodo-7H-pyrrolo[2,3-d]pyrimidin-7-yl)-2-methylpyrrolidine-1-carboxylic acid tert-butyl ester